NC1=NC=CC(=C1)C=1C=C2C(=NNC2=C(C1)C1=CC(=CC=C1)C(F)(F)F)N 5-(2-Aminopyridin-4-yl)-7-(3-(trifluoromethyl)phenyl)-1H-indazol-3-amine